C(C(C)C)N1CCN(CC1)C1=CC=C(C=N1)B(O)O [6-(4-Isobutylpiperazin-1-yl)pyridin-3-yl]boronic acid